N-{(1R)-1-[3-(difluoromethyl)-2-fluorophenyl]ethyl}-6-(5,6-dihydroimidazo[1,2-a]pyrazin-7(8H)-yl)-2-methylpyrido[3,4-d]pyrimidin-4-amine FC(C=1C(=C(C=CC1)[C@@H](C)NC=1C2=C(N=C(N1)C)C=NC(=C2)N2CC=1N(CC2)C=CN1)F)F